12-oxo-2,5,8,11-tetraoxatetradecane O=C(OCCOCCOCCOC)CC